(R)-N-[7-chloro-6-(4-cyano-1-piperidyl)-3-isoquinolyl]-6-oxaspiro[2.5]octane-2-carboxamide ClC1=C(C=C2C=C(N=CC2=C1)NC(=O)[C@@H]1CC12CCOCC2)N2CCC(CC2)C#N